C(C)N1C2=NC(=NC(=C2N=C1C1=CC=NC=C1)N1CCOCC1)N1C(C(N(CC1)C)C1=NC=CC=C1)=O 1-(9-ethyl-6-morpholino-8-(pyridin-4-yl)-9H-purin-2-yl)-4-methyl-3-(pyridin-2-yl)piperazin-2-one